C1(=CC=CC=C1)/C(/C#N)=C/CCCCCC (Z)-2-PHENYLNON-2-ENENITRILE